NCCOCCOCCOCCOCCOCCOCCN(C/C=C/C(=O)OC)C methyl (E)-4-[2-[2-[2-[2-[2-[2-(2-aminoethoxy)ethoxy]ethoxy]ethoxy]ethoxy]ethoxy]ethyl-methyl-amino]but-2-enoate